6-methoxy-2-(2-methoxyimidazo[2,1-b][1,3,4]thiadiazol-6-yl)benzofuran-4-carboxylic acid methyl ester COC(=O)C=1C=C(C=C2C1C=C(O2)C=2N=C1SC(=NN1C2)OC)OC